2,6-Diisopropylthiophenol C(C)(C)C1=C(C(=CC=C1)C(C)C)S